tert-butyl (1-(3-(5-((diphenylmethylene)amino)-3,4-dihydro-1,6-naphthyridin-1(2H)-yl)-1-(4-methoxybenzyl)-1H-pyrazolo[3,4-b]pyrazin-6-yl)-4-methylpiperidin-4-yl)carbamate C1(=CC=CC=C1)C(C1=CC=CC=C1)=NC1=C2CCCN(C2=CC=N1)C1=NN(C2=NC(=CN=C21)N2CCC(CC2)(C)NC(OC(C)(C)C)=O)CC2=CC=C(C=C2)OC